(cyclohexylimino)(methyl)(4-(5-(trifluoromethyl)-1,2,4-oxadiazol-3-yl)phenyl)-λ6-sulfanone C1(CCCCC1)N=S(=O)(C1=CC=C(C=C1)C1=NOC(=N1)C(F)(F)F)C